C(C)OC1=C(C=CC=C1)NC(=O)C(=O)NC1=C(C=CC=C1)CC (2-ethoxyphenyl)-N'-(2-ethylphenyl)oxamide